COC(/C=C/C1=C2CCN(CC2=CC=C1)C(=O)OC(C)(C)C)=O tert-Butyl 5-[(1E)-3-methoxy-3-oxoprop-1-en-1-yl]-3,4-dihydroisoquinoline-2(1H)-carboxylate